(10R,11S,13S,17R)-11,17-dihydroxy-17-(2-hydroxyacetyl)-10,13-dimethyl-1,2,6,7,8,9,10,11,12,13,14,15,16,17-tetradecahydro-3H-cyclopenta[a]phenanthren-3-one O[C@H]1C[C@@]2([C@](CCC2C2CCC3=CC(CC[C@@]3(C12)C)=O)(C(CO)=O)O)C